O=C1C(C(CC1)CC(=O)O)C=CCCC 3-oxo-2-2'-cis-pentenyl-cyclopentane-1-acetic acid